O[C@@H](C)C=1N(C=CN1)CC1=NOC(=C1)C1=CC=C(C=C1)C#CC=1C=CC(=NC1)CN1CC(C1)CC(=O)N (S)-2-(1-((5-((4-(3-((2-(1-hydroxyethyl)-1H-imidazol-1-yl)methyl)isoxazol-5-yl)phenyl)ethynyl)pyridin-2-yl)methyl)azetidin-3-yl)acetamide